ClC1=CC=C(C(=C1)C1=CC=CC=C1)S 5-chloro-[1,1'-biphenyl]-2-thiol